ClC1=C(C=C(C=C1)C=1C=C(C(=NC1)C1=NC=2N(C=C1)N=C(N2)C(F)(F)F)S(=O)(=O)CC)F 5-(5-(4-chloro-3-fluorophenyl)-3-(ethylsulfonyl)pyridin-2-yl)-2-(trifluoromethyl)-[1,2,4]triazolo[1,5-a]pyrimidine